NC1=NN(C(=C1)C)C(C#N)(C)C 2-(3-amino-5-methyl-1H-pyrazol-1-yl)-2-methylpropanenitrile